[Cu].NC1=NC=C(C2=C1C=NN2COCC[Si](C)(C)C)NC(=O)C(=O)N(C(C)C2=NC=CC=C2)CC2=CC=CC=C2 N-[4-amino-1-(2-trimethylsilylethoxymethyl)pyrazolo[4,3-c]pyridin-7-yl]-N'-benzyl-N'-[1-(2-pyridyl)ethyl]oxamide Copper